(2R,3R,11bR)-3-(2,2-dimethylpropyl)-9-[(1-fluorocyclopropyl)methoxy]-10-methoxy-1H,2H,3H,4H,6H,7H,11bH-pyrido[2,1-a]isoquinolin-2-ol CC(C[C@H]1[C@@H](C[C@H]2N(CCC3=CC(=C(C=C23)OC)OCC2(CC2)F)C1)O)(C)C